NC1=NC=2C=CC=CC2C2=C1N=CN2CCCCC2(C(=O)N)C(C=CC=C2)OC2=CC=CC=C2 1-[4-(4-amino-1H-imidazo[4,5-c]quinolin-1-yl)butyl]-2-phenoxy-benzamide